6-bromo-8-fluoro-imidazo[1,2-a]pyridin-2-amine BrC=1C=C(C=2N(C1)C=C(N2)N)F